[Li+].[O-]P([O-])(=O)OP(=O)([O-])[O-].B(F)(F)F.[Li+].[Li+].[Li+] boron trifluoride pyrophosphate lithium salt